FC1=C(C#N)C(=CC(=C1)C(C1=NC=CN=C1)O)OC 2-fluoro-4-[hydroxy(pyrazin-2-yl)methyl]-6-methoxybenzonitrile